benzyl-germaneOne methyl-(2S)-2-(benzyloxycarbonylamino)-6-[tert-butoxycarbonyl(2-naphthylmethyl)amino]hexanoate COC([C@H](CCCCN(CC1=CC2=CC=CC=C2C=C1)C(=O)OC(C)(C)C)NC(=O)OCC1=CC=CC=C1)=O.C(C1=CC=CC=C1)[GeH]=O